C(C)(C)N1OC(C2C1C(CC(C2)C2=C(C=CC=C2)C)C)(C)C 1-Isopropyl-3,3,7-trimethyl-5-(o-tolyl)octahydrobenzo[c]isoxazol